O-(1-oxaspiro(4.5)decan-8-yl) hydrazinecarbothioate N(N)C(OC1CCC2(CCCO2)CC1)=S